C(C)(C)(C)OC(=O)N1C[C@@H](N(CC1)C=1C2=C(N=CN1)N(C=C2C(F)F)C2=NC=CC(=C2)C#N)C (S)-4-(7-(4-cyanopyridin-2-yl)-5-(difluoromethyl)-7H-pyrrolo[2,3-d]pyrimidin-4-yl)-3-methylpiperazine-1-carboxylic acid tert-butyl ester